C(CCCC)(=O)OCC(COC(CCC)=O)(COC(CCC)=O)COC(CCCC)=O Pentaerythritol din-butyrate di-valerate